3-{5-[(R)-(1,3-dimethyl-azetidin-3-yl)-hydroxy-(4-isopropyl-phenyl)-methyl]-pyridin-3-yl}-pyrrolidine-1-carboxylic acid tert-butyl ester C(C)(C)(C)OC(=O)N1CC(CC1)C=1C=NC=C(C1)[C@](C1=CC=C(C=C1)C(C)C)(O)C1(CN(C1)C)C